4-[1-hydroxy-2-oxo-2-(4-tritylpiperazin-1-yl)ethyl]phenyl carbamate C(N)(OC1=CC=C(C=C1)C(C(N1CCN(CC1)C(C1=CC=CC=C1)(C1=CC=CC=C1)C1=CC=CC=C1)=O)O)=O